O=C1NC(CCC1N1C(C2=CC=CC(=C2C1=O)NC1CC2(CC(C2)C(=O)O)C1)=O)=O 6-{[2-(2,6-dioxopiperidin-3-yl)-1,3-dioxoisoindol-4-yl]amino}spiro[3.3]heptane-2-carboxylic acid